5-(hydroxymethylene)-6,7-dihydrobenzofuran-4(5H)-one OC=C1CCC2=C(C=CO2)C1=O